OC(C)(C)C(C)(C)OO 2-hydroxy-2-propyl-isopropyl hydroperoxide